(1s,3s)-N,N-dimethyl-3-(4-(4-(1-(pent-3-yl)-1H-pyrazol-4-yl)pyrazolo[1,5-a]pyrazin-6-yl)-1H-pyrazol-1-yl)cyclobutanecarboxamide CN(C(=O)C1CC(C1)N1N=CC(=C1)C=1N=C(C=2N(C1)N=CC2)C=2C=NN(C2)C(CC)CC)C